(R,R)-1,2-bis(2,5-dimethylphospholan-1-yl)benzene cobalt dichloride [Co](Cl)Cl.CC1P(C(CC1)C)C1=C(C=CC=C1)P1[C@@H](CC[C@H]1C)C